2-(3-(1-acetylpiperidin-4-yl)-5'-fluoro-1'-methyl-1H,1'H-[4,6'-biindazol]-1-yl)-N-(pyrido[3,4-b]pyrazin-8-yl)acetamide C(C)(=O)N1CCC(CC1)C1=NN(C=2C=CC=C(C12)C1=C(C=C2C=NN(C2=C1)C)F)CC(=O)NC1=CN=CC2=NC=CN=C21